[Co]=O.[Co].[Li] Lithium cobalt cobalt oxide